Cl.O1COC2=C1C=CC(=C2)C=2N=C(C1=C(C=NNC1=O)N2)NC2=CC=C(C=C2)CN2CCNCC2 2-(benzo[d][1,3]dioxol-5-yl)-4-(4-(piperazin-1-ylmethyl)phenylamino)pyrimido[4,5-d]pyridazin-5(6H)-one hydrochloride